BrC1=C(C=CC(=C1)N1C2=CC=CC=C2C=2C=CC=CC12)[N+](=O)[O-] 2-bromo-4-(9-carbazolyl)nitrobenzene